CC=1C(=C(C(=NC1)N)[N+](=O)[O-])N methyl-3-nitropyridine-2,4-diamine